potassium m-benzenedisulfonate C1(=CC(=CC=C1)S(=O)(=O)[O-])S(=O)(=O)[O-].[K+].[K+]